1,3-difluoro-2-aminopropane FCC(CF)N